NC=1C=NOC1C(=O)N 4-aminoisoxazole-5-carboxamide